OCCS(=O)(=O)NC1=CC(=C(C=C1)NC(=O)C1=CC=C2CCN(C2=C1)S(=O)(=O)C)N1CCC2(CC2)CC1 N-(4-((2-hydroxyethyl)sulfonamido)-2-(6-azaspiro[2.5]octan-6-yl)phenyl)-1-(methylsulfonyl)indoline-6-carboxamide